1-(9-(4-amino-5-(5-methoxypyrimidin-2-yl)-7-methyl-7H-pyrrolo[2,3-d]pyrimidin-6-yl)-3-azaspiro[5.5]undec-8-en-3-yl)prop-2-en-1-one NC=1C2=C(N=CN1)N(C(=C2C2=NC=C(C=N2)OC)C2=CCC1(CCN(CC1)C(C=C)=O)CC2)C